C(#N)C1(CC1)NS(=O)(=O)C=1C=C2C(=NC(=NC2=C(C1)N1C[C@@H](N[C@H](C1)C)COC)C)C=1SC(=NN1)C(F)F N-(1-cyanocyclopropyl)-4-(5-(difluoromethyl)-1,3,4-thiadiazol-2-yl)-8-((3R,5S)-3-(methoxymethyl)-5-methylpiperazin-1-yl)-2-methylquinazoline-6-sulfonamide